(4-(2-methoxyethoxy)butanoyl)glycine benzyl ester C(C1=CC=CC=C1)OC(CNC(CCCOCCOC)=O)=O